[Si](C)(C)(C(C)(C)C)OC/C=C/CO (2E)-4-[(tert-butyldimethylsilyl)oxy]but-2-en-1-ol